C[C@](CO)(CN1N=CC(=C1)C=1N=C(C=2N(C1)N=CC2)C=2C=NN(C2)C(CC)CC)O (R)-2-methyl-3-(4-(4-(1-(pentan-3-yl)-1H-pyrazol-4-yl)pyrazolo[1,5-a]pyrazin-6-yl)-1H-pyrazol-1-yl)propane-1,2-diol